N-benzyl-quinazolin-4-amine C(C1=CC=CC=C1)NC1=NC=NC2=CC=CC=C12